dimethyl-tetrazine mesylate S(C)(=O)(=O)O.CC1=C(N=NN=N1)C